C(C)O\N=C\1/C2=C(NC=N1)N(C=C2)[C@@H]2O[C@@H]([C@H]([C@H]2O)O)[C@](C)(O)C2=CC(=C(C=C2)Cl)Cl (E)-7-((2R,3R,4S,5S)-5-((R)-1-(3,4-dichlorophenyl)-1-hydroxyethyl)-3,4-dihydroxytetrahydrofuran-2-yl)-1,7-dihydro-4H-pyrrolo[2,3-d]pyrimidin-4-one O-ethyl oxime